BrC1=C(C=CC(=C1)C(C)(C)C)C 2-bromo-4-(tert-butyl)-1-methylbenzene